C1(CC1)C1=CC(=C(C(=O)NC(NC2=NC=CN=C2)=O)C=C1)F 4-cyclopropyl-2-fluoro-N-(pyrazin-2-ylcarbamoyl)benzamide